ClC=1C(=C(OC2=NC=C(C=N2)C=2C=C(C=NC2)NC2CN(C2)C(=O)OC(C)(C)C)C=CC1)F tert-butyl 3-[[5-[2-(3-chloro-2-fluoro-phenoxy)pyrimidin-5-yl]-3-pyridyl]amino]azetidine-1-carboxylate